C(C)(C)(C)C1=CC=C(C=C1)N(C(=O)[C@@H]1NC[C@@H](C1)O)C(C(=O)NC1CCCCC1)C=1C=NC=CC1 (2R,4R)-N-(4-tert-butylphenyl)-N-[2-(cyclohexylamino)-2-oxo-1-(3-pyridyl)ethyl]-4-hydroxy-pyrrolidine-2-carboxamide